tert-Butyl (4S)-4-[(1R)-5-(6-tert-butyl-7-methyl-pyrrolo[2,3-d]pyrimidin-2-yl)-5-hydroxy-1-isopropoxy-pentyl]-2,2-dimethyl-oxazolidine-3-carboxylate C(C)(C)(C)C1=CC2=C(N=C(N=C2)C(CCC[C@@H](OC(C)C)[C@H]2N(C(OC2)(C)C)C(=O)OC(C)(C)C)O)N1C